Indium(III) oxid [O-2].[In+3].[O-2].[O-2].[In+3]